N-benzyl-γ-aminopropyl-trimethoxysilane C(C1=CC=CC=C1)NCCC[Si](OC)(OC)OC